The molecule is a cinnamate ester obtained by formal condensation of the carboxy group of trans-ferulic acid with one of the hydroxy groups of L-tartaric acid. It has a role as a metabolite. It derives from a ferulic acid and a L-tartaric acid. It is an enantiomer of a (2S,3S)-trans-fertaric acid. COC1=C(C=CC(=C1)/C=C/C(=O)O[C@H]([C@H](C(=O)O)O)C(=O)O)O